tert-butyl N-{1-[1-(2,3-dichlorophenyl)-5-methyl-2-(methylsulfanyl)-6-oxo-1,6-dihydropyrimidin-4-yl]-4-methylpiperidin-4-yl}carbamate ClC1=C(C=CC=C1Cl)N1C(=NC(=C(C1=O)C)N1CCC(CC1)(C)NC(OC(C)(C)C)=O)SC